(2S)-Isopropyl 2-(((4-(1-methylcyclopropyl)phenoxy)(perfluorophenoxy)phosphoryl)amino)propanoate CC1(CC1)C1=CC=C(OP(=O)(OC2=C(C(=C(C(=C2F)F)F)F)F)N[C@H](C(=O)OC(C)C)C)C=C1